1-Benzyl-4-(3-((tert-butyldimethylsilyl)oxy)-2-methoxypropyl)piperazine C(C1=CC=CC=C1)N1CCN(CC1)CC(CO[Si](C)(C)C(C)(C)C)OC